O1CCN(CC1)C1=NC(=C2C=CC=NC2=C1)OC1CCC(CC1)NC=1N=NC=CC1 N-((1s,4s)-4-((7-morpholino-1,6-naphthyridin-5-yl)oxy)cyclohexyl)pyridazin-3-amine